CC=1CC2(CC1C)CCCC(C2OC(C)=O)(C)C acetic acid (2,3,9,9-tetramethylspiro[4.5]dec-2-en-10-yl) ester